C(C)OC(=O)C1=C(N=C(S1)NC(CCNC1=NC=CC2=CC=C(C=C12)C1=NOC(=N1)C)=O)C 4-methyl-2-[3-[[7-(5-methyl-1,2,4-oxadiazol-3-yl)-1-isoquinolinyl]amino]propionylamino]thiazole-5-carboxylic acid ethyl ester